C(C)(C)(C)NC(CN(C)C=1C2=C(N=C(N1)C1=NC=CC(=C1)O[C@H]1CN(CC1)CC)CCC2)=O N-tert-butyl-2-{[2-(4-{[(3R)-1-ethylpyrrolidin-3-yl]oxy}pyridin-2-yl)-5H,6H,7H-cyclopenta[d]pyrimidin-4-yl](methyl)amino}acetamide